BrC=1C=C(OCCCSCC2=NNC(N2)=S)C=CC1 3-[(3-bromophenoxypropylthio)methyl]-1H-1,2,4-triazole-5(4H)-thione